N=1N=C(NC1)COC1=CC(=C(C=C1OC)C1=CC(=CC=2N(C(N(C21)C)=O)CC(=O)NC2=CC=C(C=C2)F)C(F)(F)F)F 2-(4-(4-((4H-1,2,4-triazol-3-yl)methoxy)-2-fluoro-5-methoxyphenyl)-3-methyl-2-oxo-6-(trifluoromethyl)-2,3-dihydro-1H-benzo[d]imidazol-1-yl)-N-(4-fluorophenyl)acetamide